C(C)(C)(C)OC(=O)N1[C@@H]2CC([C@H]([C@H]1C(=O)O)CC2)O (1S,3S,4S)-2-(tert-Butoxycarbonyl)-5-hydroxy-2-azabicyclo[2.2.2]octane-3-carboxylic acid